5H-[1,4]di-thiino[2,3-c:5,6-c']dipyrrole-1,3,5,7(2H,6H)-tetrone C1(C2=C(C(N1)=O)SC1=C(C(NC1=O)=O)S2)=O